C1(CCCCC1)[C@@H](C(=O)N1CCN(CC1)C(=O)C1=C(C=2N(C=C1)N=CC2)F)NC([C@H](C)NC)=O (S)-N-((S)-1-cyclohexyl-2-(4-(4-fluoro-pyrazolo[1,5-a]pyridine-5-carbonyl)piperazin-1-yl)-2-oxoethyl)-2-(methylamino)propanamide